ethyleneglycol bistrimellitate C(C=1C(C(=O)O)=CC(C(=O)O)=CC1)(=O)O.C(C=1C(C(=O)O)=CC(C(=O)O)=CC1)(=O)O.C(CO)O